N(=C=O)CC1=CC(CCC1)CN=C=O trans-1,3-bis(isocyanatomethyl)cyclohexaneN